(S,Z)-(5-(3-chloro-2-methylphenyl)pyrazin-2-yl)(2-(hydroxymethyl)-4-(methoxyimino)pyrrolidin-1-yl)methanone ClC=1C(=C(C=CC1)C=1N=CC(=NC1)C(=O)N1[C@@H](C/C(/C1)=N/OC)CO)C